2-trimethylsilylethyl carbonate C(OCC[Si](C)(C)C)([O-])=O